CSCCC(=O)N1CC2=CC(=CC=C2CC1)OC1=CC=C(C=C1)C(F)(F)F 3-(methylthio)-1-(7-(4-(trifluoromethyl)phenoxy)-3,4-dihydroisoquinolin-2(1H)-yl)propan-1-one